N-(3-cyanophenylmethylene)-2-methylpropane-2-sulfinamide C(#N)C=1C=C(C=CC1)C=NS(=O)C(C)(C)C